OCC=1C(=NC=CC1)NC=1N=C(N=NC1C(=O)N)NC=1C=C2CCNCC2=CC1OC ((3-(hydroxymethyl)pyridin-2-yl)amino)-3-((7-methoxy-1,2,3,4-tetrahydroisoquinolin-6-yl)amino)-1,2,4-triazine-6-carboxamide